NCC=1C=C(C=CC1)CN(C)C 1-(3-(aminomethyl)phenyl)-N,N-dimethylmethanamine